[C@@H]12C[C@H](CC[C@H]2O1)C(=O)OC (1S,3S,6R)-methyl 7-oxa-bicyclo[4.1.0]heptane-3-carboxylate